2-(2-(cyclopropanesulfonylamino)pyrimidin-4-yl)-N-(4-(6-cyclopropylpyrazin-2-yl)-2-fluorophenyl)butanamide C1(CC1)S(=O)(=O)NC1=NC=CC(=N1)C(C(=O)NC1=C(C=C(C=C1)C1=NC(=CN=C1)C1CC1)F)CC